NC1=C(C(=NN1)CCO)C(=O)O 5-amino-(2-hydroxyethyl)-4-pyrazolecarboxylic acid